4-bromo-1,1,2-trifluoro-1-butene BrCCC(=C(F)F)F